8-(2-isobutyl-7H-pyrrolo[2,3-d]pyrimidin-5-yl)-3,4-dihydrobenzo[1,4]oxazepin-5(2H)-one C(C(C)C)C=1N=CC2=C(N1)NC=C2C2=CC1=C(C(NCCO1)=O)C=C2